C(=CC)[Si](OC)(OC)CCCCCCCCCCCC propenyl-dodecyl-dimethoxysilane